FC1=NC=CC=C1C=1C=C2C(=CNC2=CC1)C(=O)NC1=CC=C2CCCN(C2=C1)C 5-(2-Fluoropyridin-3-yl)-N-(1-methyl-1,2,3,4-tetrahydroquinolin-7-yl)-1H-indole-3-carboxamide